C(C)OC(C#CC1=C2C(N(C(C2=CC=C1)=O)C1C(NC(CC1)=O)=O)=O)OCC 4-(3,3-diethoxyprop-1-yn-1-yl)-2-(2,6-dioxopiperidin-3-yl)isoindole-1,3-dione